O1CCC2=C1C=C(C=C2)C(C)N2CCN(CC2)C2=NC=C(C=N2)S(=NC(C(F)(F)F)=O)(=O)C N-((2-(4-(1-(2,3-dihydrobenzofuran-6-yl)ethyl)piperazin-1-yl)pyrimidin-5-yl)(methyl)(oxo)-λ6-sulfanylidene)-2,2,2-trifluoroacetamide